[N+](=O)([O-])C1=CN=C(S1)NC(C1=CC=C(C=C1)S(=O)(=O)NC1=CC=CC=C1)=O N-(5-nitrothiazol-2-yl)-4-(N-phenylaminosulfonyl)benzamide